The molecule is an L-arginine derivative that is L-arginine in which the terminal nitrogen of the guanidyl group is replaced by a nitro group. It is a L-arginine derivative, a N-nitro compound, a member of guanidines and a non-proteinogenic L-alpha-amino acid. C(C[C@@H](C(=O)O)N)CN=C(N)N[N+](=O)[O-]